C1(CC1)SC=1N=C2N(N1)[C@@H](C[C@@H]2F)C2=CC=CC=C2 (5S,7S)-2-(cyclopropylthio)-7-fluoro-5-phenyl-6,7-dihydro-5H-pyrrolo[1,2-b][1,2,4]triazole